IC1=NNC2=C1CN(CC2)C(C)=O 1-(3-iodo-1,4,6,7-tetrahydropyrazolo[4,3-c]pyridin-5-yl)ethanone